FC(C=1C=C(C=CC1)CO)(F)F (3-(trifluoromethyl)phenyl)methanol